Cl.Cl.N(=NC(C(=N)N)(C)C)C(C(=N)N)(C)C 2,2'-azobis(isobutyramidine) dihydrochloride